C(C)(C)(C)OC(=O)NCC1(CCN(CC1)C=1N=CC(=NC1)SC=1C(=C(C=CC1)N1CCC(CC1)C(=O)O)Cl)C 1-(3-((5-(4-(((tert-butoxycarbonyl)amino)methyl)-4-methylpiperidin-1-yl)pyrazin-2-yl)thio)-2-chlorophenyl)piperidine-4-carboxylic acid